(3R,4R)-4-(((3-cyclopropyl-7-(((6-phenylpyridin-3-yl)methyl)amino)pyrazolo[1,5-a]pyrimidin-5-yl)amino)methyl)piperidin-3-ol C1(CC1)C=1C=NN2C1N=C(C=C2NCC=2C=NC(=CC2)C2=CC=CC=C2)NC[C@@H]2[C@H](CNCC2)O